5,11-Dimethyl-2-(2-phenylethyl)-6H-pyrido[4,3-b]carbazol-2-ium iodide [I-].CC1=C2C(=C(C=3C=4C=CC=CC4NC13)C)C=[N+](C=C2)CCC2=CC=CC=C2